C(C)(=O)N1CCC(CC1)NCC1=CN(C2=NC(=CC=C21)C=2C(=C(C=CC2)C2=C(C(=NC=C2)C2=CC(=C(CN1CC3(C1)CNC(C3)=O)C=C2)OC)Cl)Cl)C 2-(4-(4-(3-(3-(((1-acetylpiperidin-4-yl)amino)methyl)-1-methyl-1H-pyrrolo[2,3-b]pyridin-6-yl)-2-chlorophenyl)-3-chloropyridin-2-yl)-2-methoxybenzyl)-2,6-diazaspiro[3.4]octan-7-one